2-fluoro-5-(isopropylamino)-4-nitrobenzoic acid ethyl ester C(C)OC(C1=C(C=C(C(=C1)NC(C)C)[N+](=O)[O-])F)=O